NC1=C(C=C2C(=N1)C(C=1C(=CC=CC1O2)Cl)=O)OC2=CC=C(C=C2)N2CCC(CC2)C(OC)OC 2-amino-9-chloro-3-(4-(4-(dimethoxymethyl)piperidin-1-yl)phenoxy)-10H-chromeno[3,2-b]pyridin-10-one